4-[6-(3-cyano-2-hydroxyphenyl)-3-(3-fluoro-5-methylphenyl)quinolin-4-yl]piperazine-1-carboximidamide C(#N)C=1C(=C(C=CC1)C=1C=C2C(=C(C=NC2=CC1)C1=CC(=CC(=C1)C)F)N1CCN(CC1)C(N)=N)O